3-(1-ethyl-5-methoxy-6-oxopyridazin-3-yl)-1H-indole-7-carbonitrile C(C)N1N=C(C=C(C1=O)OC)C1=CNC2=C(C=CC=C12)C#N